N1N=CC2=CC(=CC=C12)C1CNC(C12CCN(CC2)C([C@@H](C(C)C)NC(C2=C(C=CC(=C2)C(F)(F)F)F)=O)=O)=O N-((2R)-1-(4-(1H-indazol-5-yl)-1-oxo-2,8-diazaspiro[4.5]decan-8-yl)-3-methyl-1-oxobutan-2-yl)-2-fluoro-5-(trifluoromethyl)benzamide